BrC1=CC=C2CCC(C2=C1)OC1=CC=CC=C1 6-bromo-1-phenoxy-2,3-dihydro-1H-indene